C(CC\C=C/CC\C=C\CC=C)=O (4z,8e)-dodeca-4,8,11-trienal